B(OC)(OC)OC1=C(C=CC=C1C(F)(F)F)C(F)(F)F dimethyl (2,6-bis(trifluoromethyl) phenyl) borate